C1(CC1)N1N=CC(=C1)[C@@H]1OCCC(C1)C1=CC=2C(=NC=C(N2)C)C(=N1)C1=C(C=C(C=C1)F)F 7-((2R)-2-(1-cyclopropyl-1H-pyrazol-4-yl)tetrahydro-2H-pyran-4-yl)-5-(2,4-difluorophenyl)-2-methylpyrido[3,4-b]Pyrazine